FC(C)(C)C1CCC(CC1)CN1[C@H]([C@H]([C@@H]([C@H](C1)O)O)O)CO (2S,3R,4R,5S)-1-(((1s,4S)-4-(2-fluoropropan-2-yl)cyclohexyl)methyl)-2-(hydroxymethyl)piperidine-3,4,5-triol